10-(2-(2-chlorophenyl)indolizin-3-yl)-10H-phenothiazine ClC1=C(C=CC=C1)C=1C=C2C=CC=CN2C1N1C2=CC=CC=C2SC=2C=CC=CC12